3-(4-((4-(1-(4-(6-hydroxy-2-phenyl-1,2,3,4-tetrahydronaphthalen-1-yl)phenyl)piperidin-4-yl)piperazin-1-yl)methyl)phenyl)piperidine-2,6-dione OC=1C=C2CCC(C(C2=CC1)C1=CC=C(C=C1)N1CCC(CC1)N1CCN(CC1)CC1=CC=C(C=C1)C1C(NC(CC1)=O)=O)C1=CC=CC=C1